3-(2-ethoxy-5-methoxy-4-(trifluoromethyl)phenyl)pyridine C(C)OC1=C(C=C(C(=C1)C(F)(F)F)OC)C=1C=NC=CC1